1-vinylpyridinium hexafluorophosphate F[P-](F)(F)(F)(F)F.C(=C)[N+]1=CC=CC=C1